N-(5-((4-chlorobenzyl)oxy)-1,3,4-thiadiazol-2-yl)-2-(2-methylmorpholino)nicotinamide ClC1=CC=C(COC2=NN=C(S2)NC(C2=C(N=CC=C2)N2CC(OCC2)C)=O)C=C1